4-(1-{(S)-2-(dimethylamino)-1-[p-(trifluoromethyl)phenyl]ethyl}-1H-pyrazol-4-yl)-3-(p-chlorophenyl)-2-pyridinamine CN(C[C@H](C1=CC=C(C=C1)C(F)(F)F)N1N=CC(=C1)C1=C(C(=NC=C1)N)C1=CC=C(C=C1)Cl)C